FC1=C(C=NC(=C1F)OC)NC(NC=1N=CSC1C(=O)OCC)=S Ethyl 4-(3-(4,5-difluoro-6-methoxypyridin-3-yl)thioureido)thiazole-5-carboxylate